C(C1=CC=CC=C1)NC1=NC(=CC=2N=C(N=CC21)SC)Cl N-benzyl-7-chloro-2-(methylsulfanyl)pyrido[4,3-d]pyrimidin-5-amine